C(CCCCCCCC(=O)OCCOCCCC)(=O)OCCOCCCC di(2-butoxyethyl) azelate